C(=O)(O)CNC=1C=C2C(=NN(C2=CC1)CCC(=O)O)C=1SC(=CC1)Cl 3-(5-((carboxymethyl)amino)-3-(5-chlorothien-2-yl)-1H-indazol-1-yl)propionic acid